FC1=C(C(=CC=C1)F)N1N=CC(=C1)C(=O)OCC ethyl 1-(2,6-difluorophenyl)-1H-pyrazole-4-carboxylate